CC=1N=CC(=NC1)NC(=O)C=1C=2CC3C(C2NN1)C3 1a,2,5,5a-tetrahydro-1H-2,3-diaza-cyclopropa[a]pentalene-4-carboxylic acid (5-methyl-pyrazin-2-yl)-amide